FC1=CC=C(C=C1)C1=NN2C(CN(CC2)S(=O)(=O)C)=C1C1=CC(=NC=C1)NC(C(C)(C)C)=O N-(4-(2-(4-fluorophenyl)-5-(methylsulfonyl)-4,5,6,7-tetrahydropyrazolo[1,5-a]pyrazin-3-yl)pyridin-2-yl)pivalamide